[(4-{5-[1-(2-hydroxy-2-methylpropyl)-1H-1,2,3-benzotriazol-5-yl]-1,2,4-oxadiazol-3-yl}phenyl)methyl] phosphonate P(OCC1=CC=C(C=C1)C1=NOC(=N1)C1=CC2=C(N(N=N2)CC(C)(C)O)C=C1)([O-])=O